CS(=O)(=O)NC1=CC=C(C=C1)B(O)O {4-[(methanesulfonyl)amino]phenyl}boronic acid